iridium (III) bis(phenylpyridine) C1(=CC=CC=C1)C1=NC=CC=C1.C1(=CC=CC=C1)C1=NC=CC=C1.[Ir+3]